C(C(C)C)C=1C=CC(=C(C1)N1CCN(CC1)CC=1N(C=NC1)C)C=1N=NNN1 1-[5-isobutyl-2-(2H-tetrazol-5-yl)phenyl]-4-[(3-methyl-imidazol-4-yl)meth-yl]piperazine